4-methylbenzyl cyclohexanecarboxylate C1(CCCCC1)C(=O)OCC1=CC=C(C=C1)C